C(C)N(C(C)C)C(C)C ethyl-[di(prop-2-yl)]amine